C(C)OC(=O)C=1NC2=C(C=CC=C2C1)C=1CCN(CC1)C(=O)OC(C)(C)C 7-(1-(tert-Butoxycarbonyl)-1,2,3,6-tetrahydropyridin-4-yl)-1H-indole-2-carboxylic acid ethyl ester